N-phenyl-carbamic acid (propylphenyl) ester C(CC)C1=C(C=CC=C1)OC(NC1=CC=CC=C1)=O